CN1C=NC=C1C1=CC=CC(=N1)C(=O)NC=1C=NC=CC1 6-(1-methyl-1H-imidazol-5-yl)-N-(pyridin-3-yl)pyridinecarboxamide